2-[5-Pent-2-en-3-yloxy-2-[3-(4-pent-2-en-3-yloxyphenyl)prop-2-enoyl]phenoxy]acetic acid CC=C(CC)OC=1C=CC(=C(OCC(=O)O)C1)C(C=CC1=CC=C(C=C1)OC(=CC)CC)=O